NC1=NC2=CC(=CC=C2C=C1Br)OC[C@H]1O[C@H]([C@@H]([C@@]1(O)C)O)N1C=CC2=C1N=CN=C2N (2R,3S,4R,5R)-2-[(2-amino-3-bromo-7-quinolyl)oxymethyl]-5-(4-aminopyrrolo[2,3-d]pyrimidin-7-yl)-3-methyl-tetrahydrofuran-3,4-diol